BrC=1C=C(C(=NC1)C(C)(C)O)C(F)(F)F 2-(5-bromo-3-(trifluoromethyl)pyridin-2-yl)propan-2-ol